3-((2R,3R)-2-(thiophen-2-yl)-3-nitro-3-phenylpropyl)-5,5-dimethyl-cyclohex-2-en-1-one S1C(=CC=C1)[C@H](CC1=CC(CC(C1)(C)C)=O)[C@H](C1=CC=CC=C1)[N+](=O)[O-]